C1(CC1)C([C@@H](C(NC1=NC=CC(=C1)CN1C(N[C@@H](C1)C(F)(F)F)=O)=O)NC(OC(C)(C)C)=O)C1CC1 Tert-butyl ((S)-1,1-dicyclopropyl-3-oxo-3-((4-(((S)-2-oxo-4-(trifluoromethyl)imidazolidin-1-yl)methyl)pyridin-2-yl)amino)propan-2-yl)carbamate